3-(5-amino-8-(2,6-dimethylpyridin-4-yl)-2-((3-methylpyridin-2-yl)methoxy)-[1,2,4]triazolo[1,5-c]pyrimidin-7-yl)benzonitrile NC1=NC(=C(C=2N1N=C(N2)OCC2=NC=CC=C2C)C2=CC(=NC(=C2)C)C)C=2C=C(C#N)C=CC2